tert-butyl (5E)-5-[(R)-tert-butylsulfinyl]imino-3-methoxyspiro[7H-cyclopenta[c]pyridine-6,4'-piperidine]-1'-carboxylate C(C)(C)(C)[S@@](=O)\N=C/1\C2=C(C=NC(=C2)OC)CC12CCN(CC2)C(=O)OC(C)(C)C